t-Butyl 4-(3-((3-bromo-4-(1H-imidazol-1-yl)phenyl)(5-(3,5-dimethylisoxazol-4-yl)-2-methylphenyl)amino)propyl)piperidin-1-ylcarboxylate BrC=1C=C(C=CC1N1C=NC=C1)N(CCCC1CCN(CC1)C(=O)OC(C)(C)C)C1=C(C=CC(=C1)C=1C(=NOC1C)C)C